OC1=CC=C(C=C1)SCCOCC(CC)SC1=CC=C(C=C1)O 1,5-bis(4-hydroxyphenyl-thio)-3-oxaheptane